FC(C(=O)NC1=C(C=C(C=C1)NCC1=CC=C(C=C1)C(F)(F)F)N1CCCC1)C(CCCCC)F 2,3-difluoro-N-(2-(pyrrolidin-1-yl)-4-((4-(trifluoromethyl)benzyl)amino)phenyl)octanamide